C1=CC=CC=2C3=CC=CC=C3C(C12)COC(=O)N[C@@H](C(=O)[C@@H](C(=O)N1N(CCC1)C(=O)N)CC1=C(C=C(C=C1)Cl)Cl)CC1=CC=CC=C1 (S)-2-(2-((R)-2-(((9H-fluoren-9-yl)methoxy)carbonylamino)-3-phenylpropionyl)-3-(2,4-dichlorophenyl)propionyl)pyrazolidine-1-carboxamide